CC1=C(C(=O)OC)C=C(C=C1)OCCC methyl 2-methyl-5-propoxybenzoate